O[C@]1([C@H](/C=C/[C@@H]([C@H](OC(C[C@@H](CC1)O)=O)\C(\C)=C\C=C\[C@@H](C)C1=NC=CC=C1)C)OC(=O)N1CCN(CC1)C)C (2S,3S,4E,6S,7R,10R)-7,10-dihydroxy-3,7-dimethyl-12-oxo-2-[(2E,4E,6R)-6-(pyridine-2-yl)hepta-2,4-dien-2-yl]oxacyclododec-4-en-6-yl-4-methylpiperazine-1-carboxylate